tert-butyl 4-(7-bromo-3-cyanoquinolin-2-yl)piperidine-1-carboxylate tert-Butyl-4-(2-cyanoacetyl)piperidine-1-carboxylate C(C)(C)(C)OC(=O)N1CCC(CC1)C(CC#N)=O.BrC1=CC=C2C=C(C(=NC2=C1)C1CCN(CC1)C(=O)OC(C)(C)C)C#N